diacetic acid propionitrile salt C(CC)#N.C(C)(=O)O.C(C)(=O)O